NC(C(C1=CC=CC=C1)SC1=C(C(=C(C(=N1)N1CCN(CC1)NC(OC(C)(C)C)=O)C#N)CC)C#N)=O tert-butyl (4-(6-((2-amino-2-oxo-1-phenylethyl)-thio)-3,5-dicyano-4-ethylpyridin-2-yl)piperazin-1-yl)carbamate